(1R,2S)-2-amino-1-(7-methyl-4-{[(thiophen-2-yl)methyl]amino}thieno[3,2-c]pyridazin-6-yl)propan-1-ol N[C@H]([C@@H](O)C1=C(C=2N=NC=C(C2S1)NCC=1SC=CC1)C)C